2,4-dichloro-N-[2,6-difluoro-4-(2-phenylethynyl)phenyl]benzenesulfonamide decanyl-sulfate C(CCCCCCCCC)OS(=O)(=O)O.ClC1=C(C=CC(=C1)Cl)S(=O)(=O)NC1=C(C=C(C=C1F)C#CC1=CC=CC=C1)F